FC1=C(CN2CCC3(CCCN(C3)S(=O)(=O)C=3C=CC(=NC3)N3C(OCC3)=O)CC2)C=CC=C1 3-(5-((9-(2-Fluorobenzyl)-2,9-diazaspiro[5.5]undecan-2-yl)sulfonyl)pyridin-2-yl)oxazolidin-2-one